C(C)(C)(C)OC(N[C@H]1CSC2=C(NC1=O)C=C(C=C2)C(=O)NN)=O N-[(3R)-7-(hydrazinocarbonyl)-4-oxo-3,5-dihydro-2H-1,5-benzothiazepine-3-Yl]carbamic acid tert-butyl ester